BrC=1C=CC(=NC1)C1=CC(=CC=C1)C 5-bromo-2-(3-methylphenyl)pyridine